(R)-3-((3-(1-(Azetidin-3-ylmethyl)piperidin-4-yl)phenyl)amino)piperidine-2,6-dione N1CC(C1)CN1CCC(CC1)C=1C=C(C=CC1)N[C@H]1C(NC(CC1)=O)=O